benzyl (2R,5R)-5-[[4-[1-(benzenesulfonyl)-6-(3,5-dimethylisoxazol-4-yl) pyrrolo[2,3-b]pyridin-3-yl]-5-(trifluoromethyl)pyrimidin-2-yl]amino]-2-methyl-piperidine-1-carboxylate C1(=CC=CC=C1)S(=O)(=O)N1C=C(C=2C1=NC(=CC2)C=2C(=NOC2C)C)C2=NC(=NC=C2C(F)(F)F)N[C@@H]2CC[C@H](N(C2)C(=O)OCC2=CC=CC=C2)C